NC(C(C)O)C(C)O 3-amino-2,4-pentanediol